2-(5-(methoxymethyl)-5-methyl-2-(methylthio)-5,6-dihydro-7H-pyrrolo[2,3-d]pyrimidin-7-yl)thiazole COCC1(CN(C=2N=C(N=CC21)SC)C=2SC=CN2)C